N-[1-[[6-(hydroxymethyl)-4-methyl-6,7-dihydro-5H-cyclopenta[c]pyridin-3-yl]oxymethyl]cyclopropyl]carbamic acid tert-butyl ester C(C)(C)(C)OC(NC1(CC1)COC1=C(C2=C(C=N1)CC(C2)CO)C)=O